C[C@H](C(C)(C)C)N (R)-(-)-3,3-dimethyl-2-butylamine